5-[4-[[(2R)-1-ethylazetidin-2-yl]methoxy]-2-methyl-pyrazol-3-yl]-N-(5-methoxypyrazin-2-yl)pyrazolo[1,5-a]pyridin-2-amine C(C)N1[C@H](CC1)COC1=C(N(N=C1)C)C1=CC=2N(C=C1)N=C(C2)NC2=NC=C(N=C2)OC